CC=1C(=CC(=C(C1O)C=1C(=C(C(=CC1C(C)(C)C)Br)C)O)C(C)(C)C)Br 6,6'-dimethyl-3,3'-di-tert-butyl-5,5'-dibromo-2,2'-biphenol